tetrahydro-2H-pyran-3,4,5-triyltriacetate O1CC(C(C(C1)CC(=O)[O-])CC(=O)[O-])CC(=O)[O-]